6-(3-bromo-5-fluoro-4-hydroxyphenyl)-5-methyl-4,5-dihydro-2H-pyridazin-3-one BrC=1C=C(C=C(C1O)F)C=1C(CC(NN1)=O)C